(4-fluoro-3-(trifluoromethyl)phenyl)carbamic acid tert-butyl ester C(C)(C)(C)OC(NC1=CC(=C(C=C1)F)C(F)(F)F)=O